OC1C2CN(CC1CC2)C2=C(C=C(C=C2)C(F)(F)F)NS(=O)(=O)C=2C=C(C(=O)O)C=CC2OC 3-(N-(2-(8-hydroxy-3-azabicyclo[3.2.1]oct-3-yl)-5-(trifluoromethyl)phenyl)sulfamoyl)-4-methoxybenzoic acid